[N+](=O)([O-])C1=CC=C(C=C1)N1CCN(CC1)CC1OCC(C2=C1SC=C2)C2=CC=CC=C2 1-p-Nitrophenyl-4-((4-phenyl-4,7-dihydro-5H-thieno[2,3-c]pyran-7-yl)methyl)piperazine